[(3S,6S,7R,8R)-8-benzyl-3-[(3-isobutoxycarbonyloxy-4-methoxy-pyridine-2-carbonyl)amino]-6-methyl-4,9-dioxo-1,5-dioxonan-7-yl] 2-methylpropanoate CC(C(=O)O[C@H]1[C@@H](OC([C@H](COC([C@@H]1CC1=CC=CC=C1)=O)NC(=O)C1=NC=CC(=C1OC(=O)OCC(C)C)OC)=O)C)C